ethyl 3,4-diethoxyphenylacetate C(C)OC=1C=C(C=CC1OCC)CC(=O)OCC